OC1CNCCN(C1)C(=O)OCC1=CC=CC=C1 benzyl 6-hydroxy-1,4-diazepane-1-carboxylate